acrylic acid 2-aminoethanol salt NCCO.C(C=C)(=O)O